1H,1'H-2,2'-Bibenzo[d]imidazole N1C(=NC2=C1C=CC=C2)C2=NC1=C(N2)C=CC=C1